CC=1C=C(SC1C)C(=O)O 4,5-dimethyl-2-thiophenecarboxylic acid